Z-L-lysine t-butyl ester C(C)(C)(C)OC([C@@H](N)CCCCN)=O